BrC=1C(=NC(=CN1)OC)CC1(C[C@@H](N(C1)C(=O)OC(C)(C)C)C)O tert-butyl (2S)-4-[(3-bromo-6-methoxy-pyrazin-2-yl) methyl]-4-hydroxy-2-methyl-pyrrolidine-1-carboxylate